8-(1-(1,1-difluoropropan-2-yl)-1H-pyrazolo[3,4-b]pyrazin-6-yl)-2-(4-(trifluoromethyl)pyridin-2-yl)-2,8-diazaspiro[4.5]decane FC(C(C)N1N=CC=2C1=NC(=CN2)N2CCC1(CCN(C1)C1=NC=CC(=C1)C(F)(F)F)CC2)F